FC=1C=NN(C1)C=1C=CC(=C(C1)O)C=1N=NC(=CC1)O[C@@H]1[C@@H]([C@H]2C=C[C@@H](C1)N2C)F 5-(4-fluoro-1H-pyrazol-1-yl)-2-(6-(((1R,2R,3S,5R)-2-fluoro-8-methyl-8-azabicyclo[3.2.1]oct-6-en-3-yl)oxy)pyridazin-3-yl)phenol